ClC=1C=C2C=CC(=NC2=CC1)C=1C=C2CN(C(C2=CC1)=O)C1CNCCC1 3-[5-(6-chloroquinolin-2-yl)-1-oxo-2,3-dihydro-1H-isoindol-2-yl]piperidine